(E)-6-bromo-4-((4'-chloro-3'-(trifluoromethyl)-[1,1'-biphenyl]-3-yl)methylene)-2-methyl-1,2,3,4-tetrahydroacridine-9-carboxylic acid BrC=1C=C2N=C3/C(/CC(CC3=C(C2=CC1)C(=O)O)C)=C/C=1C=C(C=CC1)C1=CC(=C(C=C1)Cl)C(F)(F)F